3-[4-[4-[[5-(1H-benzimidazol-2-yl)-1H-pyrazol-3-yl]carbamoyl]phenyl]-piperazin-1-yl]propanoic acid hydrochloride Cl.N1C(=NC2=C1C=CC=C2)C2=CC(=NN2)NC(=O)C2=CC=C(C=C2)N2CCN(CC2)CCC(=O)O